ethyl mesaconate C(\C(\C)=C\C(=O)[O-])(=O)OCC